CC1=C(C(=O)P(C(C2=C(CC(C=C2)(C)C)C)=O)(C(C2=C(C=CC=C2C)C)=O)=O)C(=CC=C1)C bis-(2,6-dimethyl-benzoyl)-2,4,4-trimethyl-benzoyl-phosphine oxide